C(C)(=O)N(C=1SC(=C(N1)C(=O)NC1C(CC1)(C)C)C)C1=CC(=NC(=C1)F)F 2-[acetyl-(2,6-difluoro-4-pyridyl)amino]-N-(2,2-dimethyl-cyclobutyl)-5-methyl-thiazole-4-carboxamide